3-[2-(6-Chloro-4-cyclopropylcinnolin-7-yl)ethynyl]-5-(methylamino)-1-[(3S)-1-(prop-2-enoyl)pyrrolidin-3-yl]pyrazole-4-carboxamide ClC=1C=C2C(=CN=NC2=CC1C#CC1=NN(C(=C1C(=O)N)NC)[C@@H]1CN(CC1)C(C=C)=O)C1CC1